3-(1-Menthoxy)-2-methyl-1,2-propandiol C1(CCC(CC1)C(C)C)(C)OCC(CO)(O)C